C12CN(CC(CN(C1)CCCCNC(OC(C)(C)C)=O)O2)CCCCNC(OC(C)(C)C)=O di-tert-butyl ((9-oxa-3,7-diazabicyclo[3.3.1]nonane-3,7-diyl)bis(butane-4,1-diyl))dicarbamate